C(#N)C=1N=C(C2=CN=C(C(=C2C1C)F)C1=CC(=CC2=CC=C(C(=C12)C#C)F)OCOC)N1CC2CCC(C1)N2C(=O)OC(C)(C)C tert-butyl 3-[3-cyano-6-[8-ethynyl-7-fluoro-3-(methoxymethoxy)-1-naphthyl]-5-fluoro-4-methyl-2,7-naphthyridin-1-yl]-3,8-diazabicyclo[3.2.1]octane-8-carboxylate